(5-(2,2-dimethyl-2,3-dihydro-[1,4]dioxino[2,3-b]pyridin-6-yl)-4-((6-(methylsulfonyl)-4-morpholinopyridin-2-yl)amino)pyridin-2-yl)acetamide CC1(OC=2C(=NC(=CC2)C=2C(=CC(=NC2)CC(=O)N)NC2=NC(=CC(=C2)N2CCOCC2)S(=O)(=O)C)OC1)C